BrC1=CC=CC=2OC(OC21)([2H])[2H] 4-bromobenzo[d][1,3]dioxol-2,2-d2